ditert-butyl (15R)-5-(2,6-dichloro-4-pyridyl)-15-methyl-13-oxo-11-thia-6,14,17-triazatetracyclo[8.8.0.0^2,7.0^12,18]octadeca-1(10),2(7),3,5,8,12(18)-hexaene-14,17-dicarboxylate ClC1=NC(=CC(=C1)C=1C=CC=2C=3C=4N(C[C@H](N(C(C4SC3C=CC2N1)=O)C(=O)OC(C)(C)C)C)C(=O)OC(C)(C)C)Cl